[5H,6H,7H,8H-imidazo[1,2-a]pyridin-6-yl]methylamine N=1C=CN2C1CCC(C2)CN